(S)-4-amino-5-(1-(3-ethoxy-4-methoxyphenyl)-2-(methylsulfonyl)ethyl)-4H-thieno[2,3-c]pyrrol-6(5H)-one N[C@@H]1C2=C(C(N1C(CS(=O)(=O)C)C1=CC(=C(C=C1)OC)OCC)=O)SC=C2